ClC1=CC=C(CC2C(C3=CC=C(C=C3C2)OC)=NO)C=C1 ((E)-4-chlorobenzyl)-5-methoxy-2,3-dihydro-1H-inden-1-one oxime